2-(4-bromonaphthalene-1-yl)pyrimidine BrC1=CC=C(C2=CC=CC=C12)C1=NC=CC=N1